FC([C@@](C(=O)OCCN(CC#C)C)(C1=CC=CC=C1)OC)(F)F 2-[methyl(prop-2-ynyl)amino]ethyl (2S)-3,3,3-trifluoro-2-methoxy-2-phenyl-propanoate